((S)-1-(((S)-1-cyano-2-((S)-2-oxopyrrolidin-3-yl)ethyl)amino)-4-methyl-1-oxopentan-2-yl)-4-methoxy-1H-indole-2-carboxamide C(#N)[C@H](C[C@H]1C(NCC1)=O)NC([C@H](CC(C)C)N1C(=CC2=C(C=CC=C12)OC)C(=O)N)=O